4-((1R,5S,9S)-9-methoxy-3-((1S,2S)-2-phenylcyclobutyl)-3-azabicyclo[3.3.1]nonan-9-yl)picolinamide (S)-2-hydroxysuccinate O[C@H](C(=O)O)CC(=O)O.COC1([C@H]2CN(C[C@@H]1CCC2)[C@@H]2[C@@H](CC2)C2=CC=CC=C2)C2=CC(=NC=C2)C(=O)N